benzyl 3-(2-((tert-butoxycarbonyl)amino)ethyl)-3-(1,1-difluoro-2-oxopropyl)azetidine-1-carboxylate C(C)(C)(C)OC(=O)NCCC1(CN(C1)C(=O)OCC1=CC=CC=C1)C(C(C)=O)(F)F